N1(CCOCC1)CC 1-(morpholin-4-yl)ethan